OC(CCOCCC(O)O)O Dihydroxypropyl Ether